N(=C=O)CSCC(CSCCN=C=O)SCCN=C=O 1-isocyanatomethylthio-2,3-bis(2-isocyanatoethylthio)propane